[(isopropyl-d1)benzofuropyridinyl]pyridine C(C)(C)([2H])C=1C(=NC2=C(C1)OC1=C2C=CC=C1)C1=NC=CC=C1